FC1=C(C(=O)C2=CC=CC=C2)C=C(C=C1)S(=O)(=O)C 2-Fluoro-5-methylsulfonylbenzophenone